5-(1,3-benzodioxol-5-yl)hexylcyclohex-2-enone O1COC2=C1C=CC(=C2)C(CCCCC=2C(CCCC2)=O)C